2-methoxyimino-N-(1-methylcyclopropyl)-4-oxo-3-[[1-(trifluoromethyl)pyrazol-4-yl]methyl]-1H-quinazoline-6-sulfonamide CON=C1NC2=CC=C(C=C2C(N1CC=1C=NN(C1)C(F)(F)F)=O)S(=O)(=O)NC1(CC1)C